[Cl-].C(CCCCC)[N+]1(CCCCC1)CCCC 1-hexyl-1-butylpiperidinium chloride